7'-methoxy-7-(1-(4-methoxybenzyl)-1H-pyrazol-4-yl)-1',3'-dimethyl-3,4-dihydro-2H-[1,5'-biquinolin]-2'(1'H)-one COC=1C=C(C=2C=C(C(N(C2C1)C)=O)C)N1CCCC2=CC=C(C=C12)C=1C=NN(C1)CC1=CC=C(C=C1)OC